(S)-2-amino-6-borono-2-((1S,3R)-3-((6-phenylpyridin-3-yl)methylamino)cyclobutyl)hexanoic acid N[C@@](C(=O)O)(CCCCB(O)O)C1CC(C1)NCC=1C=NC(=CC1)C1=CC=CC=C1